N-(4-fluoropyrrolidin-3-yl)-N,4-dimethyl-1H-imidazole-1-carboxamide FC1C(CNC1)N(C(=O)N1C=NC(=C1)C)C